(2S)-2-amino-N-[(1S)-1-{[4-(hydroxymethyl)-2-methoxyphenyl]carbamoyl}ethyl]-3-methylbutanamide N[C@H](C(=O)N[C@@H](C)C(NC1=C(C=C(C=C1)CO)OC)=O)C(C)C